C(C)(=O)OCCCC(C(C)C)C 4,5-DIMETHYLHEXYL ACETATE